3,5-dicyclopentyl-2-methylcyclohexa-2,5-diene-1,4-dione C1(CCCC1)C1=C(C(C=C(C1=O)C1CCCC1)=O)C